(2S,4s)-2-(4-(6-(tert-butyl)pyridin-2-yl)piperidine-1-carbonyl)-7-oxa-5-azaspiro[3.4]octan-6-one C(C)(C)(C)C1=CC=CC(=N1)C1CCN(CC1)C(=O)C1CC2(C1)NC(OC2)=O